Cl.FC(OC1=CC=C(C=C1)NC(=O)N)(F)F [4-(trifluoromethoxy)phenyl]urea hydrochloride